4,4'-methylenebis(2-bromo-isocyanatobenzene) C(C1=CC(=C(C=C1)N=C=O)Br)C1=CC(=C(C=C1)N=C=O)Br